5-(1,4-diazacycloheptan-1-yl)-2-methyl-N-[(1R)-1-(1-naphthyl)ethyl]Benzamide N1(CCNCCC1)C=1C=CC(=C(C(=O)N[C@H](C)C2=CC=CC3=CC=CC=C23)C1)C